CN1CCC(CC1)C(=O)N1CCCC1.[S].[Ge].[Ag].[Li] lithium-silver-germanium sulfur (1-methyl-piperidin-4-yl)-pyrrolidin-1-yl-methanone